CC1=CC=C(C=C1)S(=O)(=O)O[C@H]1[C@H]2CC[C@@H](C1)O2 (1R,2R,4S)-7-oxabicyclo[2.2.1]heptan-2-yl 4-methylbenzenesulfonate